C(C)C1=CC(=C2C(N(C=NN21)CC(=O)O)=O)C2=CC(=C(C=C2)F)C 2-[7-ethyl-5-(4-fluoro-3-methyl-phenyl)-4-oxo-pyrrolo[2,1-f][1,2,4]triazin-3-yl]acetic acid